27-(piperidine-1-carbonyl)spiro[1,4,7,10,15,18,21,24,28,31,34-undecazatricyclo[34.3.0.012,15]nonatriacontane-33,1'-cyclopentane] N1(CCCCC1)C(=O)C1CCNCCNCCNCCN2CCC2CNCCNCCNCCN2CCCC2CNC2(CCCC2)CNCCN1